ClC1=C(C=CC=C1C)C1=CC=CC=C1 chloro-3-methyl-[1,1'-biphenyl]